BrC1=NC2=C(OC13N(C1=CC=CC=C1C3(C)C)C)C=CC3=CC=CC=C32 bromo-1,3,3-trimethylspiro[indoline-2,3'-naphth[2,1-b][1,4]oxazine]